BrC=1C=C2CC(C(C2=CC1)=O)F 5-bromo-2-fluoro-2,3-dihydroinden-1-one